4-(((3S,4R)-3-fluoro-1-methylpiperidin-4-yl)amino)-1-(2,2,2-trifluoroethyl)-1H-indole-2-carbonitrile F[C@H]1CN(CC[C@H]1NC1=C2C=C(N(C2=CC=C1)CC(F)(F)F)C#N)C